3-{[(2S)-1-(6-oxo-5-(trifluoromethyl)-1,6-dihydropyridazin-4-yl)pyrrolidin-2-yl]methoxy}propionic acid O=C1C(=C(C=NN1)N1[C@@H](CCC1)COCCC(=O)O)C(F)(F)F